ethyl 3-amino-2,3,4,5-tetrahydro-2-oxo-1H-1-benzazepine-1-acetate NC1C(N(C2=C(CC1)C=CC=C2)CC(=O)OCC)=O